C(CCCCCC)C1CCCC(O1)=O 6-heptyloxan-2-one